tert-Butyl (1S,2R)-2-(4-(3-(methylsulfonyl)phenylamino)-3-oxo-2,3-dihydro-1H-pyrrolo[3,4-c]pyridin-6-ylamino)cyclopentylcarbamate CS(=O)(=O)C=1C=C(C=CC1)NC1=NC(=CC2=C1C(NC2)=O)N[C@H]2[C@H](CCC2)NC(OC(C)(C)C)=O